BrC1=CC=C(C(=O)N[C@@H](C)C(=O)N2CC3(OCCO3)C[C@H]2C(=O)OC)C=C1 methyl (S)-7-((4-bromobenzoyl)-L-alanyl)-1,4-dioxa-7-azaspiro[4.4]nonane-8-carboxylate